FC1=CN=CC=2CCC3=C(C12)NC1=C3C(NCC1C)=O 1-fluoro-10-methyl-8,9,10,11-tetrahydro-5H-pyrido[3',4':4,5]pyrrolo[2,3-f]isoquinolin-7(6H)-one